4-(1,5-dimethylpyrazol-4-yl)-2-(3-ethoxypyrazin-2-yl)-5-(trifluoromethyl)pyrazol-3-amine CN1N=CC(=C1C)C1=C(N(N=C1C(F)(F)F)C1=NC=CN=C1OCC)N